IC1=CC=C(C=C1)C1N(CCC(C1)N1C(NC2=C1C=CC=C2N2N=CN=C2)=O)C(=O)N (4-iodophenyl)-4-[2-oxo-4-(1H-1,2,4-triazol-1-yl)-2,3-dihydro-1H-1,3-benzodiazol-1-yl]piperidine-1-carboxamide